(R)-6-(2-hydroxy-3-phenylpropionyl)-2-(1-phenylcyclopropyl)-5,6,7,8-tetrahydropyrido[4,3-d]pyrimidin-4(3H)-one O[C@@H](C(=O)N1CC2=C(N=C(NC2=O)C2(CC2)C2=CC=CC=C2)CC1)CC1=CC=CC=C1